1-(7-bromo-2,6-dichloro-8-fluoroquinazolin-4-yl)piperidine-4-carbonitrile BrC1=C(C=C2C(=NC(=NC2=C1F)Cl)N1CCC(CC1)C#N)Cl